P(O)(=O)(OP(=O)(O)OP(=O)(O)O)OC[C@@H]1[C@H]([C@H]([C@@H](O1)C1=CN(C(=O)NC1=O)C1=C(C=C(C=C1C)C)C)O)O 1-(2,4,6-trimethyl-phenyl)pseudouridine triphosphate